1-tert-Butyl-3-ethyl-4-hydroxy-5-n-propyl-pyrazol C(C)(C)(C)N1N=C(C(=C1CCC)O)CC